3-(8-amino-6-(trifluoromethyl)imidazo[1,2-a]pyrazin-3-yl)-N-(2-cyanoethyl)-N-cyclohexyl-4-methylbenzenesulfonamide NC=1C=2N(C=C(N1)C(F)(F)F)C(=CN2)C=2C=C(C=CC2C)S(=O)(=O)N(C2CCCCC2)CCC#N